C(C=C)(=O)OC1=C(C(=CC=C1)F)C1=NC=C2C3=C(C=NC2=C1F)N(C(C1N3CC(N(C1)C(C=C)=O)CC#N)=O)C 2-(10-acryloyl-11-(cyanomethyl)-4-fluoro-7-methyl-8-oxo-8,8a,9,10,11,12-hexahydro-7H-pyrazino[1',2':4,5]pyrazino[2,3-c][1,6]naphthyridin-3-yl)-3-fluorophenyl acrylate